tert-butyl (trans)-4-((5-bromo-1-methyl-1H-pyrazolo[4,3-b]pyridin-3-yl)oxy)cyclohexane-1-carboxylate BrC1=CC=C2C(=N1)C(=NN2C)O[C@@H]2CC[C@H](CC2)C(=O)OC(C)(C)C